tert-butyl 3-[3-chloro-5-[(E)-dimethylaminomethyleneamino]sulfonyl-phenyl]-2,7-dimethyl-5,7-dihydro-4H-pyrazolo[3,4-c]pyridine-6-carboxylate ClC=1C=C(C=C(C1)S(=O)(=O)/N=C/N(C)C)C=1N(N=C2C(N(CCC21)C(=O)OC(C)(C)C)C)C